FC(C1=NN=C(O1)C=1C=CC(=NC1)CN1C(N(C2=CC=CC=C2C1=O)CCOC)=O)F 3-((5-(5-(difluoromethyl)-1,3,4-oxadiazole-2-yl)pyridine-2-yl)methyl)-1-(2-methoxyethyl)quinazoline-2,4(1H,3H)-dione